[(naphthobenzothiophenyl)phenyl]anthracene C1(=CSC=2C1=CC=C1C2C=CC2=CC=CC=C21)C2=C(C=CC=C2)C2=CC=CC1=CC3=CC=CC=C3C=C21